4-(2-(6-((3r,5r)-3-amino-5-fluoropiperidine-1-carbonyl)-3-methylpyrazolo[1,5-a]pyridin-2-yl)-1-(cyclopropylmethyl)-1H-pyrrolo[2,3-b]pyridin-6-yl)-2-fluorobenzamide N[C@H]1CN(C[C@@H](C1)F)C(=O)C=1C=CC=2N(C1)N=C(C2C)C2=CC=1C(=NC(=CC1)C1=CC(=C(C(=O)N)C=C1)F)N2CC2CC2